(6-bromo-2-pyridinyl)(1-methyl-4-piperidinyl)methanone hydrobromide Br.BrC1=CC=CC(=N1)C(=O)C1CCN(CC1)C